4-(diphenylphosphino)phenol C1(=CC=CC=C1)P(C1=CC=C(C=C1)O)C1=CC=CC=C1